[Si](C)(C)(C(C)(C)C)OCCO 2-[(tert-butyldimethylsilyl)oxy]ethan-1-ol